5-(acetyloxy)-4-(4'-chloro-4-ethyl-2'-fluoro[1,1'-biphenyl]-3-yl)-3,6-di-hydro-2,2,6,6-tetramethyl-2H-pyran-3-one C(C)(=O)OC1=C(C(C(OC1(C)C)(C)C)=O)C=1C=C(C=CC1CC)C1=C(C=C(C=C1)Cl)F